NC1=C2C(=C3C(=N1)C=C(S3)C)N(C(=N2)CCCC)CCCCNC(=O)C2CCC(CC2)CN=[N+]=[N-] N-[4-(4-amino-2-butyl-7-methylthieno[3,2-b]imidazo[4,5-d]pyridin-1-yl)butyl]-4-(azidomethyl)cyclohexylcarboxamide